2-vinyl-2,4,4,6,6,8,8-heptamethylvinylcyclotetrasiloxane C(=C)C(=C[SiH]1O[Si](O[Si](O[Si](O1)(C)C)(C)C)(C)C)C